C(#N)C=1C=CC(=NC1)NC(=O)N[C@@H]1[C@@H](C1)C1=C(C(=CC=C1F)C(CC)=O)O 1-(5-cyanopyridin-2-yl)-3-[(1S,2S)-2-(6-fluoro-2-hydroxy-3-propanoylphenyl)cyclopropyl]urea